4-Ethyl-2-{6-[2-(5-fluoro-2,7-dimethyl-benzo[b]thiophen-3-yl)-ethylamino]-pyrimidin-4-yl}-thiazol C(C)C=1N=C(SC1)C1=NC=NC(=C1)NCCC=1C2=C(SC1C)C(=CC(=C2)F)C